C(C)(C)(C)OCCCC=1C=CC(=C(C1)C(=O)NC=1C=C(C2=C(NC(=N2)COC)C1)C(=O)NC1=C(C(=CC=C1)Cl)C)Cl 6-({[5-(3-tert-butoxypropyl)-2-chlorophenyl]carbonyl}amino)-N-(3-chloro-2-methylphenyl)-2-(methoxymethyl)-1H-benzimidazole-4-carboxamide